ClC1CC(C2C(C(CO2)OC(C)O)C1)S(O)(O)NC1C(C(C(CC1)F)C1CC2CNC(NC2C(C1)F)NC1CCNCC1)F [5-chloro-3-(1-hydroxyethoxy)-octahydro-1-benzofuran-7-yl]({2,4-difluoro-3-[8-fluoro-2-(piperidin-4-ylamino)-decahydroquinazolin-6-yl]cyclohexyl}amino)-lambda4-sulfanediol